2-chloro-N-(6-cyclopropyl-5-fluoro-2-methoxy-3-pyridinyl)quinoline-5-sulfonamide ClC1=NC=2C=CC=C(C2C=C1)S(=O)(=O)NC=1C(=NC(=C(C1)F)C1CC1)OC